CN1N=C(C(N(C1=O)C)=O)C(=O)N 2,4-dimethyl-3,5-dioxo-2,3,4,5-tetrahydro-1,2,4-triazine-6-carboxamide